6-(2-chloro-5-fluoro-phenyl)-N-[[6-[(3-fluorophenyl)methyl]-6-azaspiro[2.5]octan-2-yl]methyl]pyridazin-3-amine ClC1=C(C=C(C=C1)F)C1=CC=C(N=N1)NCC1CC12CCN(CC2)CC2=CC(=CC=C2)F